4-(6-fluorobenzo[d]oxazol-2-yl)aniline FC1=CC2=C(N=C(O2)C2=CC=C(N)C=C2)C=C1